C(C)(C)(C)OC(=O)N1C2CC(CC1CCO)C2 3-(2-hydroxyethyl)-2-azabicyclo[3.1.1]heptane-2-carboxylic acid tert-butyl ester